BrC=1C(=C2C(=NNC2=CC1)C)F 5-bromo-4-fluoro-3-methyl-1H-indazole